racemic-(1R,5R)-3,3,5-trimethylcyclohexanol CC1(C[C@@H](C[C@@H](C1)C)O)C |r|